(R)-3-(benzyloxy)-1-(2-(4-methylphenyl)-2-hydroxyethyl)-2-methylpyridin-4(1H)-one C(C1=CC=CC=C1)OC1=C(N(C=CC1=O)C[C@H](O)C1=CC=C(C=C1)C)C